OC1=CC=C2CC[C@@H](OC2=C1C)C1=CC(=C(C=C1)OC)O (2R)-7,3'-dihydroxy-4'-methoxy-8-methylflavan